2-methyl-3-phenyl-2-propene-1-al CC(C=O)=CC1=CC=CC=C1